2,4-dioxo-1,3-thiazolidin O=C1SCC(N1)=O